4-(4-(1H-indol-1-yl)-6-(1H-pyrazol-1-yl)-1,3,5-triazin-2-yl)morpholine N1(C=CC2=CC=CC=C12)C1=NC(=NC(=N1)N1N=CC=C1)N1CCOCC1